(R)-3-(5-((4-(2-(4-chlorophenyl)-2,3-dihydrobenzo[b][1,4]dioxin-5-yl)piperidin-1-yl)methyl)-4-((1-ethyl-1H-imidazol-5-yl)methyl)-4H-1,2,4-triazol-3-yl)propanoic acid methyl ester COC(CCC1=NN=C(N1CC1=CN=CN1CC)CN1CCC(CC1)C1=CC=CC=2O[C@@H](COC21)C2=CC=C(C=C2)Cl)=O